3-cyclobutyl-6-(4-fluorophenyl)-N2-(3-methyltetrahydrofuran-3-yl)pyridine-2,3-diamine C1(CCC1)C1(C(N=C(C=C1)C1=CC=C(C=C1)F)NC1(COCC1)C)N